1-benzyl-4-((3-(dimethylamino)propyl)amino)-5-methylpyrimidin-2(1H)-one C(C1=CC=CC=C1)N1C(N=C(C(=C1)C)NCCCN(C)C)=O